ClC1=C(C=CC=C1C(F)(F)F)S(=O)(=O)NC1=C(C=C(C=C1F)C#CC1=CC=CC=C1)F 2-chloro-N-[2,6-difluoro-4-(2-phenylethynyl)phenyl]-3-(trifluoromethyl)benzenesulfonamide